2-(4-[[7-([2-fluoro-4-[3-(hydroxymethyl)pyrazol-1-yl]phenyl]amino)-1,6-naphthyridin-2-yl](hydroxy)methyl]piperidin-1-yl)ethanol FC1=C(C=CC(=C1)N1N=C(C=C1)CO)NC1=NC=C2C=CC(=NC2=C1)C(C1CCN(CC1)CCO)O